N1=C(C=CC(=C1)C=CC(=O)O)C1=NC=C(C=C1)C=CC(=O)O 3,3'-(2,2'-bipyridine)-5,5'-diyl-diacrylic acid